CS(=O)C=1C=CC(=NC1)C(=O)OC methyl 5-methylsulfinylpyridin-2-carboxylate